OC1=CC=C(C=C1)CNC(=O)[C@H]1[C@@H]([C@@H]2CC[C@H]([C@@H]3CC[C@]4(OO[C@]32[C@H](O1)O4)C)C)C (3R,5aS,6R,8aS,9R,10R,12R,12aR)-N-[(4-hydroxyphenyl)methyl]-3,6,9-trimethyldecahydro-12H-3,12-epoxypyrano[4,3-j][1,2]benzodioxepin-10-carboxamide